(3-bromopyridin-4-yl)(3-hydroxy-3-methylazetidin-1-yl)methanone BrC=1C=NC=CC1C(=O)N1CC(C1)(C)O